3-methyl-1-phenylpyrazole-5-yldimethyl-carbamate CC1=NN(C(=C1)CN(C([O-])=O)C)C1=CC=CC=C1